C(C)O[Si](CCCNC1=NC(=NC(=N1)NCCC[Si](OCC)(OCC)OCC)C=[N+]=[N-])(OCC)OCC 2,4-bis[(3-triethoxysilylpropyl)amino]-6-diazomethyl-1,3,5-triazine